NC=1C=2C(C(NN1)=O)=NN(C2C2=CC=C(C=C2)OC2CC(CC2)(F)F)C2=CC=C(C=C2)NC(C=C)=O N-(4-(4-amino-3-(4-((3,3-difluorocyclopentyl)oxy)phenyl)-7-oxo-6,7-dihydro-2H-pyrazolo[3,4-d]pyridazin-2-yl)phenyl)acrylamide